methyl 9,10-epoxyhexadecanoate C(CCCCCCCC1C(CCCCCC)O1)(=O)OC